ClC=1C=C(C=CC1C#N)N(CCCCCOCC(=O)[O-])C1=C(C=CC(=C1)C=1C(=NN(C1C)COCC[Si](C)(C)C)C)C 2-((5-((3-Chloro-4-cyanophenyl)(5-(3,5-dimethyl-1-((2-(trimethylsilyl)ethoxy)methyl)-1H-pyrazol-4-yl)-2-methylphenyl)amino)pentyl)oxy)acetate